1,1'-biphenyl-4-ylboronic acid pinacol ester C1(=CC=C(C=C1)B1OC(C)(C)C(C)(C)O1)C1=CC=CC=C1